FC1(C(CC1)C(=O)NC1=CC(=C(C=C1)C)C1=NC=CC=C1)F 2,2-difluoro-N-(4-methyl-3-pyridin-2-ylphenyl)cyclobutane-1-carboxamide